benzo[b][1,4]diazepin-2-one N1=C2C(=NC=CC1=O)C=CC=C2